6-(4-((2,6-diazaspiro[3.4]octane-6-yl)methyl)benzyl)-2-amino-4-(butylamino)pyrimidine C1NCC12CN(CC2)CC2=CC=C(CC1=CC(=NC(=N1)N)NCCCC)C=C2